2-[4-(4-Chloro-1H-pyrazole-3-carbonyl)-piperazin-1-yl]-1-(4-fluoro-phenyl)-ethanone ClC=1C(=NNC1)C(=O)N1CCN(CC1)CC(=O)C1=CC=C(C=C1)F